C(C)OC(=O)C(CP(O)=O)CC(C)C (2-(Ethoxycarbonyl)-4-methylpentyl)phosphinic acid